C1=C(C=C(C(=C1Cl)N2C(=C(C(=N2)C#N)S(=O)C(F)(F)F)N)Cl)C(F)(F)F The molecule is a member of the class of pyrazoles that is 1H-pyrazole that is substituted at positions 1, 3, 4, and 5 by 2,6-dichloro-4-(trifluoromethyl)phenyl, cyano, (trifluoromethyl)sulfinyl, and amino groups, respectively. It is a nitrile, a dichlorobenzene, a primary amino compound, a member of pyrazoles, a sulfoxide and a member of (trifluoromethyl)benzenes.